[Mn].[Ca].[Ba].[Si].[Al] aluminum-silicon-barium-calcium-manganese